OC1(OC(=O)C2=C(C(=C(C(=C12)O)O)O)O)CCCC 3-hydroxy-4,5,6,7-tetrahydroxy-3-butyl-phthalide